2,2,2-Trifluoroethyl 5-cyano-2-((pyrazolo[1,5-a]pyrimidine-3-carboxamido)methyl)benzofuran-7-carboxylate C(#N)C=1C=C(C2=C(C=C(O2)CNC(=O)C=2C=NN3C2N=CC=C3)C1)C(=O)OCC(F)(F)F